C(C)C=C(C(=O)O)C.C(C(=C)C)(=O)OCC Ethyl methacrylate (Ethyl methacrylate)